N1N=C(C=C1)C1=CC=CC=2NN=NC21 pyrazolylbenzo[d][1,2,3]triazole